FC1([C@@H](C1)C(=O)NC1=CC(=C(N=N1)C(=O)NC)NC1=C(C(=CC=C1)C1=NN(C=N1)C)OC)F (S)-6-(2,2-difluorocyclopropane-1-carboxamido)-4-((2-methoxy-3-(1-methyl-1H-1,2,4-triazol-3-yl)phenyl)amino)-N-methylpyridazine-3-carboxamide